(R)-6-amino-8-((1-hydroxy-2-methylhex-2-yl)amino)-1,5-naphthyridin-3-ol NC=1N=C2C=C(C=NC2=C(C1)N[C@@](CO)(CCCC)C)O